2-(6-((2S,5R)-4-(1-(2-(difluoromethoxy)-4-fluorophenyl)ethyl)-2,5-dimethylpiperazin-1-yl)-3,9-dimethyl-2-oxo-3,9-dihydro-2H-purin-8-yl)acetonitrile FC(OC1=C(C=CC(=C1)F)C(C)N1C[C@@H](N(C[C@H]1C)C=1C=2N=C(N(C2N(C(N1)=O)C)C)CC#N)C)F